FC(OC1=CC2=C(N=C(O2)C2=C(C(=CC=C2)B2OC(C(O2)(C)C)(C)C)C)C=C1C(=O)OC)F methyl 6-(difluoromethoxy)-2-(2-methyl-3-(4,4,5,5-tetramethyl-1,3,2-dioxaborolan-2-yl)phenyl)benzo[d]oxazole-5-carboxylate